FC=1C=C(C=C(C1)OCC(C)C)C1=CC=C(C(=N1)N1C(CC(C1)C)(C)C)C(=O)N 6-(3-fluoro-5-isobutoxyphenyl)-2-(2,2,4-trimethylpyrrolidin-1-yl)pyridin-3-carboxamid